6-tert-butyl-9-[2-(4-hydroxypiperidin-1-yl)thiazol-5-yl]-10-methoxy-2-oxo-6,7-dihydro-2H-pyrido[2,1-a]Isoquinoline-3-carboxylic acid C(C)(C)(C)C1N2C(C3=CC(=C(C=C3C1)C1=CN=C(S1)N1CCC(CC1)O)OC)=CC(C(=C2)C(=O)O)=O